N1N=CC2=C(C=CC=C12)C(C#N)=C1CCN(CC1)C(=O)N1CC2=C(CC1)NN=C2 2-(1H-indazol-4-yl)-2-(1-(4,5,6,7-tetrahydro-1H-pyrazolo[4,3-c]pyridine-5-carbonyl)piperidin-4-ylidene)acetonitrile